5,5-dimethylimidazoledione CC1(C(NC(N1)=O)=O)C